C1(CC1)CNC(=O)C=1SC(=NN1)CCCCN1N=NC(=C1)C(NCC1=NC=CC=C1)=O N-(cyclopropylmethyl)-5-(4-{4-[(pyridin-2-ylmethyl)carbamoyl]-1H-1,2,3-triazol-1-yl}butyl)-1,3,4-thiadiazole-2-carboxamide